N1(C2=C(OCC1)C=NC1=C2C=CN1)[C@H]1C[C@H](C1)NS(=O)(=O)C1CNC1 N-((cis)-3-(2,3-Dihydropyrrolo[3',2':5,6]pyrido[3,4-b][1,4]oxazin-1(7H)-yl)cyclobutyl)-azetidine-3-sulfonamide